F[C@@H]1C[C@H](N(C1)C(CC1=CN=NN1)=O)C(=O)N[C@@H](C1=CC=CC=C1)C1=NC=C(C(=C1)C)C(C)C |o1:17| (2S,4R)-4-fluoro-N-[(S) or (R)-[4-methyl-5-(propan-2-yl)pyridin-2-yl](phenyl)methyl]-1-[2-(1H-1,2,3-triazol-5-yl)acetyl]pyrrolidine-2-carboxamide